F[C@H]1C[C@H](N(C1)C(CN1CCC(CC1)OC1=NC=CC2=CC=CC=C12)=O)C#N (2S,4S)-4-fluoro-1-[2-(4-(1-isoquinolyloxy)-1-piperidyl)acetyl]pyrrolidine-2-carbonitrile